N6-(9-fluorenylmethoxycarbonyl)-L-lysine C1=CC=CC=2C3=CC=CC=C3C(C12)COC(=O)NCCCC[C@H](N)C(=O)O